BrC=1C=NN(C1)CC=1C=NC=CC1 3-[(4-bromopyrazol-1-yl)methyl]pyridine